(2S,5R)-2,5-diethyl-4-(1-(3-methylquinoxalin-6-yl)ethyl)piperazine C(C)[C@@H]1NC[C@H](N(C1)C(C)C=1C=C2N=C(C=NC2=CC1)C)CC